C1(CC1)COC1=CC=2N(C=C1)N=CC2C2=CC=CC(=N2)C2CN(CCC2)C(=O)OC(C)(C)C tert-butyl 3-[6-[5-(cyclopropylmethoxy)pyrazolo[1,5-a]pyridin-3-yl]-2-pyridyl]piperidine-1-carboxylate